3,6-dichloro-N-phenethyl-pyridazin-4-amine ClC=1N=NC(=CC1NCCC1=CC=CC=C1)Cl